3-ethyl-5-[methoxy(methyl)carbamoyl]piperidine-1-carboxylic acid tert-butyl ester C(C)(C)(C)OC(=O)N1CC(CC(C1)C(N(C)OC)=O)CC